N1=CN=CC=2OCCNC21 pyrimidomorpholine